2,6-bis(6-(tert-butyl)pyridin-2-yl)-N-(3-chlorophenyl)aniline C(C)(C)(C)C1=CC=CC(=N1)C1=C(NC2=CC(=CC=C2)Cl)C(=CC=C1)C1=NC(=CC=C1)C(C)(C)C